BrC1=CC(=C2C=CNC2=C1)N 6-bromo-4-aminoindole